FC1=CC=C(CC2CCN(CC2)C(CNS(=O)(=O)C=2C=C3CCC(NC3=CC2)=O)=O)C=C1 N-(2-(4-(4-fluorobenzyl)piperidin-1-yl)-2-oxoethyl)-2-oxo-1,2,3,4-tetrahydroquinoline-6-sulfonamide